2-(3H-imidazo[4,5-b]pyridin-6-yl)-4-(3-methoxyazetidin-1-yl)-6,6-dimethyl-8,9-dihydro-6H-[1,4]oxazino[4,3-e]purine N1=CNC2=NC=C(C=C21)C=2N=C(C=1N=C3N(C1N2)CCOC3(C)C)N3CC(C3)OC